(4-(6-(6-(4-methoxypyridin-3-yl)-4-methyl-1H-pyrazolo[4,3-c]pyridin-1-yl)-4-((2R,3S)-2-methyl-3-((methylsulfonyl)methyl)azetidin-1-yl)pyridin-2-yl)cyclohexyl)methanol COC1=C(C=NC=C1)C1=CC2=C(C(=N1)C)C=NN2C2=CC(=CC(=N2)C2CCC(CC2)CO)N2[C@@H]([C@H](C2)CS(=O)(=O)C)C